O=C1N(C[C@@H](C1)CCC)C(C(=O)O)CC 2-((R)-2-oxo-4-propylpyrrolidin-1-yl)butyric acid